N-(cis-4-((5-(3-(2,2-difluoroethyl)-2-methyl-3H-imidazo[4,5-b]pyridin-5-yl)-4-(methylamino)pyrrolo[2,1-f][1,2,4]triazin-2-yl)amino)cyclohexyl)acetamide FC(CN1C(=NC=2C1=NC(=CC2)C=2C=CN1N=C(N=C(C12)NC)N[C@H]1CC[C@H](CC1)NC(C)=O)C)F